BrCCCCCCC(OCCCCCCC(C(F)(F)F)(F)F)OCCCCCCC(C(F)(F)F)(F)F 8-((7-bromo-1-((7,7,8,8,8-pentafluorooctyl)oxy)heptyl)oxy)-1,1,1,2,2-pentafluorooctane